1-methyl-4,5-dihydro-1H-imidazo[1,5-a][1,3]diazepin-2(3H)-one CN1C=2N(CCCC1=O)C=NC2